N4,N4,6-trimethyl-N2-[7-(1-methyl-2,3,4,7-tetrahydroazepin-5-yl)-2,3-dihydrobenzo-furan-5-yl]pyrimidine-2,4-diamine CN(C1=NC(=NC(=C1)C)NC=1C=C(C2=C(CCO2)C1)C=1CCCN(CC1)C)C